(R)-(E)-3-((3-butyl-7-(ethylthio)-2-methyl-1,1-dioxido-5-phenyl-2,3,4,5-tetrahydro-1,2,5-benzothiadiazepin-8-yl)oxy)acrylic acid C(CCC)[C@H]1N(S(C2=C(N(C1)C1=CC=CC=C1)C=C(C(=C2)O/C=C/C(=O)O)SCC)(=O)=O)C